1,3,1,3-Tetramethyl-1,3-diphenyldisilazane C[Si](N[Si](C1=CC=CC=C1)(C)C)(C1=CC=CC=C1)C